ClC=1C=C(C=CC1F)C(C=1NC(=C(N1)S(=O)(=O)C)C)O[C@@H]1CC[C@H](CC1)C 2-((3-chloro-4-fluorophenyl)(((trans)-4-methylcyclohexyl)oxy)methyl)-5-methyl-4-(methylsulfonyl)-1H-imidazole